4-(5-Fluoro-6-((hydroxyimino)methyl)pyridin-2-yl)but-3-yne-1-sulfonamid FC=1C=CC(=NC1C=NO)C#CCCS(=O)(=O)N